BrC1=CN=CC=2[C@@H](CCCC12)N (R)-4-Bromo-5,6,7,8-tetrahydroisoquinolin-8-amine